C(CCCCC)C1=C(C(=O)O)C(=CC(=C1)O)C 2-hexyl-4-hydroxy-6-methylbenzoic acid